N1CC(C1)C1=CC=C(C=C1)N1N=C(N=C1)C(F)(F)F 1-[4-(azetidin-3-yl)phenyl]-3-(trifluoromethyl)-1,2,4-triazole